ClC=1C(=C(C(=O)N2[C@H](CN(CC2)C(=O)OC(C)(C)C)CCO)C=C(C1I)Cl)F tert-Butyl (3S)-4-(3,5-dichloro-2-fluoro-4-iodo-benzoyl)-3-(2-hydroxyethyl)piperazine-1-carboxylate